2-[4-[Amino-(2,4-dimethoxyphenyl)methyl]phenoxy]-N,N-bis[[3,4,5-tris[[tert-butyl(dimethyl)silyl]oxy]phenyl]methyl]acetamide NC(C1=CC=C(OCC(=O)N(CC2=CC(=C(C(=C2)O[Si](C)(C)C(C)(C)C)O[Si](C)(C)C(C)(C)C)O[Si](C)(C)C(C)(C)C)CC2=CC(=C(C(=C2)O[Si](C)(C)C(C)(C)C)O[Si](C)(C)C(C)(C)C)O[Si](C)(C)C(C)(C)C)C=C1)C1=C(C=C(C=C1)OC)OC